4-(6-methylimidazo[1,2-a]pyridin-3-yl)-7-[[5-(4-methylpiperazin-1-yl)-2-pyridyl]amino]isoindolin-1-one CC=1C=CC=2N(C1)C(=CN2)C2=C1CNC(C1=C(C=C2)NC2=NC=C(C=C2)N2CCN(CC2)C)=O